1-[7-(1-methyl-1H-pyrazol-4-yl)-2,3-dihydro-benzo[1,4]oxazin-4-yl]-isoquinoline-3-carboxylic acid CN1N=CC(=C1)C1=CC2=C(N(CCO2)C2=NC(=CC3=CC=CC=C23)C(=O)O)C=C1